CC1=C(C(=O)P(OC2=C(C=CC=C2)CC)=O)C(=CC(=C1)C)C Ethylphenyl (2,4,6-trimethylbenzoyl)phosphinate